4-amino-N-((1s,2r)-2-(2,3-dihydro-1H-inden-4-yl)-1-(5-oxo-4,5-dihydro-1,3,4-oxadiazol-2-yl)propyl)-2-methoxybenzenesulfonamide NC1=CC(=C(C=C1)S(=O)(=O)N[C@@H]([C@H](C)C1=C2CCCC2=CC=C1)C=1OC(NN1)=O)OC